ClC=1C(=C(C=CC1)NC1=NC=CC2=C(C(=CC=C12)C)N1CN=CC2=CC(=CC(=C12)C(=O)N)C)F 1-(((3-chloro-2-fluorophenyl)amino)-6-methylisoquinolin-5-yl)-6-methylquinazolin-8-carboxamide